C(CCC\C=C/CC)OC(CCC(=O)OCC(COC(CCC(OCCCC\C=C/CC)OCCCC\C=C/CC)=O)COC(CCC(CCCCC)OC(NCCN1CCCC1)=O)=O)OCCCC\C=C/CC 2-(((4-(((2-(pyrrolidin-1-yl)ethyl)carbamoyl)oxy)nonanoyl)oxy)methyl)propane-1,3-diyl bis(4,4-bis(((Z)-oct-5-en-1-yl)oxy)butanoate)